CCCCCCCCCCCCCCCCCCCCCCCCCCCCCCCCCCCCCCCCCCCCCCCCCCCCCCCCCCCCC n-Henhexacontane